C(OC1=C(C=C(C(=C1)OCCC(F)(F)F)OC([2H])([2H])[2H])CCN)([2H])([2H])[2H] 2-(2,5-bis(methoxy-d3)-4-(3,3,3-trifluoropropoxy)phenyl)ethan-1-amine